5-((2R,4S)-2-(1-cyclopropyl-1H-pyrazol-4-yl)tetrahydro-2H-pyran-4-yl)-7-(2-fluoro-4-(trifluoromethyl)phenyl)-2-((R)-3-methoxypyrrolidin-1-yl)thiazolo[4,5-d]pyrimidine C1(CC1)N1N=CC(=C1)[C@@H]1OCC[C@@H](C1)C=1N=C(C2=C(N1)N=C(S2)N2C[C@@H](CC2)OC)C2=C(C=C(C=C2)C(F)(F)F)F